2-((6-methylpyrazin-2-yl)amino)butanoic acid CC1=CN=CC(=N1)NC(C(=O)O)CC